5-(3-(4-((3-chloro-5-(cyanomethyl)benzyl)amino)butoxy)azetidin-1-yl)benzo[c][2,6]naphthyridine-8-carboxamide ClC=1C=C(CNCCCCOC2CN(C2)C2=NC3=C(C4=CN=CC=C24)C=CC(=C3)C(=O)N)C=C(C1)CC#N